2-acrylamidopropane-2-methyl-1-propanesulfonic acid salt CC(CS(=O)(=O)O)C.C(C=C)(=O)NC(C)C